N=1N(N=CC1)CC=O 2-(2H-1,2,3-triazol-2-yl)ethan-1-one